[C@H](C)(CC)[C@@H]1NCC2=C(NC1=O)C=NC=C2F (S)-3-((S)-sec-butyl)-6-fluoro-1,3,4,5-tetrahydro-2H-pyrido[3,4-e][1,4]diazepin-2-one